OC(C)C=1C(=NC(=CC1)N1C=NC2=C1C=C(C=C2)NC=2N=NC(=CC2)C)NCC2(CC2)C#N 1-[[[3-(1-hydroxyethyl)-6-[6-[(6-methylpyridazin-3-yl)amino]benzimidazol-1-yl]-2-pyridyl]amino]methyl]cyclopropanecarbonitrile